(tert-butyl)-6-methyl-2-phenyl-7H-pyrrolo[2,3-d]pyrimidin-4-amine C(C)(C)(C)C1=C(NC=2N=C(N=C(C21)N)C2=CC=CC=C2)C